CC([C@@H](C(N[C@H](C=O)CNC1=CC=C(C=2C(CCCC12)=O)NC(C(F)(F)F)=O)=O)NC(OCC=C)=O)C Allyl ((S)-3-methyl-1-oxo-1-(((S)-1-oxo-((5-oxo-4-(2,2,2-trifluoroacetamido)-5,6,7,8-tetrahydronaphthalen-1-yl)amino)propan-2-yl)amino)butan-2-yl)carbamate